4-[(E)-3-[4-[(1-Methylimidazol-2-yl)methoxy]phenyl]-3-oxoprop-1-enyl]benzoic acid CN1C(=NC=C1)COC1=CC=C(C=C1)C(/C=C/C1=CC=C(C(=O)O)C=C1)=O